4-(4-chloro-2-(1-methyl-1H-pyrazol-4-yl)phenyl)-4-hydroxy-2-methylenebutanoic acid ClC1=CC(=C(C=C1)C(CC(C(=O)O)=C)O)C=1C=NN(C1)C